NC1=NC=CC(=C1C#CCO)OC1=C(C=C(C=C1F)NC(=O)C=1C=NN(C1C(F)(F)F)C1=NC=CC=N1)F N-(4-((2-amino-3-(3-hydroxyprop-1-yn-1-yl)pyridin-4-yl)oxy)-3,5-difluorophenyl)-1-(pyrimidin-2-yl)-5-(trifluoromethyl)-1H-pyrazole-4-carboxamide